FC1=C(C(=C(C=C1C1=NN(C2=NC(=NC=C21)N2CCOC1(CCC1)C2)C)C(F)(F)F)F)O 2,6-Difluoro-3-(1-methyl-6-(5-oxa-8-azaspiro[3.5]nonan-8-yl)-1H-pyrazolo[3,4-d]pyrimidin-3-yl)-5-(trifluoromethyl)phenol